6-methyl-2-oxo-5-(1H-tetrazol-5-yl)-1-(3-trifluoromethylphenyl)-1,2-dihydro-pyridine-3-carboxylic acid 4-methanesulfonyl-benzylamide CS(=O)(=O)C1=CC=C(CNC(=O)C=2C(N(C(=C(C2)C2=NN=NN2)C)C2=CC(=CC=C2)C(F)(F)F)=O)C=C1